Heptane-2-yl (4R)-4-((3S,8S,9S,10R,13R,14S,17R)-3-(ethoxymethoxy)-10,13-dimethyl-2,3,4,7,8,9,10,11,12,13,14,15,16,17-tetradecahydro-1H-cyclopenta[a]phenanthren-17-yl)pentanoate C(C)OCO[C@H]1CC[C@@]2([C@H]3CC[C@@]4([C@H](CC[C@H]4[C@@H]3CC=C2C1)[C@@H](CCC(=O)OC(C)CCCCC)C)C)C